C(C)OC=1C=CC(=NC1)C=1N=C(SC1)NC1=NC=C(C=C1)C 4-(5-ethoxypyridin-2-yl)-N-(5-methylpyridin-2-yl)thiazol-2-amine